(3R)-3-amino-8-fluoro-1,1-diketo-7-(5-morpholino-3-pyridinyl)-5-[4-[5-(trifluoromethyl)-1,2,4-oxadiazol-3-yl]benzyl]-2,3-dihydro-1λ6,5-benzothiazepine-4-One N[C@H]1CS(C2=C(N(C1=O)CC1=CC=C(C=C1)C1=NOC(=N1)C(F)(F)F)C=C(C(=C2)F)C=2C=NC=C(C2)N2CCOCC2)(=O)=O